N-(3-cyanooxetan-3-yl)-1-(5-(difluoromethyl)-1,3,4-thiadiazol-2-yl)-4-(4-(pyrrolidine-1-carbonyl)piperazin-1-yl)-1H-indazole-6-sulfonamide C(#N)C1(COC1)NS(=O)(=O)C1=CC(=C2C=NN(C2=C1)C=1SC(=NN1)C(F)F)N1CCN(CC1)C(=O)N1CCCC1